ClC1=C(C=C2C=C(N=CC2=C1)NC(=O)[C@H]1[C@H](CC1)COC)N1CCN(CC1)[C@]1(COC[C@H]1O)C (1R,2S)-N-(7-chloro-6-(4-((3S,4S)-4-hydroxy-3-methyltetrahydrofuran-3-yl)piperazin-1-yl)isoquinolin-3-yl)-2-(methoxymethyl)cyclobutane-1-carboxamide